methyl-(triethyl)phosphonium C[P+](CC)(CC)CC